methylethyl-(2,2,2-trifluoroethyl)phosphine oxide CP(CC(F)(F)F)(CC)=O